19-(oxan-2-yl)-4-(pyrrolidin-1-yl)-8,14-dioxa-10,19,20-triazatetracyclo[13.5.2.12,6.018,21]tricosa-1(20),2,4,6(23),15,17,21-heptaen-9-one O1C(CCCC1)N1C2=CC=C3OCCCNC(OCC=4C=C(C=C(C(=N1)C2=C3)C4)N4CCCC4)=O